(3R)-1-{2-[1-(cyclopropylmethyl)-1H-pyrrolo[2,3-b]pyridin-2-yl]-1-(1-methanesulfonylazetidin-3-yl)-7-methoxy-1H-1,3-benzodiazole-5-carbonyl}piperidin-3-amine C1(CC1)CN1C(=CC=2C1=NC=CC2)C2=NC1=C(N2C2CN(C2)S(=O)(=O)C)C(=CC(=C1)C(=O)N1C[C@@H](CCC1)N)OC